(±)-tert-butyl 3-(trans-2-cyanocyclopropanecarboxamido)-6-(3-(4-methoxybenzyl)-5-methyl-2-oxo-2,3-dihydrobenzo[d]oxazol-6-yl)isoquinolin-8-ylcarbamate C(#N)[C@H]1[C@@H](C1)C(=O)NC=1N=CC2=C(C=C(C=C2C1)C1=CC2=C(N(C(O2)=O)CC2=CC=C(C=C2)OC)C=C1C)NC(OC(C)(C)C)=O |r|